NC1=NC(=C2NC=NC2=N1)NC1=CC=C(C=C1)Br 2-amino-6-(4-bromoanilino)purine